O(C1=CC=CC=C1)C1=CC=C(C=N1)NC=1C2=C(N=CN1)C=CC(=N2)[C@H]2CNCCC2 N-(6-phenoxy-3-pyridyl)-6-[(3R)-3-piperidyl]pyrido[3,2-d]pyrimidin-4-amine